ClC1(C)CC(=CC(=C1)Cl)Cl 1,3,5-trichlorotoluene